2-((5-([1,4'-bipiperidin]-4-yl)pyridin-2-yl)amino)-7-cyclopentyl-N,N-dimethyl-7H-pyrrolo[2,3-d]pyrimidine-6-carboxamide N1(CCC(CC1)C=1C=CC(=NC1)NC=1N=CC2=C(N1)N(C(=C2)C(=O)N(C)C)C2CCCC2)C2CCNCC2